C(CCCCCCCCC\C=C\CCCCCC)O vaccenyl alcohol